O(O)[C@@](C(=O)O)(O)[C@@H](O)[C@H](O)CO hydroperoxyl-xylonic acid